C1(=CC=CC=C1)C1(C2=CC=CC=C2C=2C=C(C(=CC12)N)C1=CC=CC=C1)C1=CC=CC=C1 9,9-diphenyl-3-phenyl-9H-fluoren-2-amine